NC(CCN1C2=CC(=CC=C2C=2C=CC(=CC12)C(=O)O)N1C=NC=C1)=O 9-(3-amino-3-oxopropyl)-7-(1H-imidazol-1-yl)-9H-carbazole-2-carboxylic acid